C1=NC(=C2C(=N1)N(C=N2)[C@H]3[C@@H]([C@@H]([C@H](O3)COP(=O)(O)O)OC(=O)[C@H](CCC(=O)O)N)O)N The molecule is an L-glutamyl ester obtained by formal condensation of the alpha-carboxy group of L-glutamic acid with the 3'-hydroxy group of AMP. It has a role as a Mycoplasma genitalium metabolite. It is an adenosine 5'-phosphate, a L-glutamyl ester and a purine ribonucleoside 5'-monophosphate. It derives from an adenosine 5'-monophosphate.